N-(t-butoxycarbonyl)-N-methyl-D-alanine C(C)(C)(C)OC(=O)N([C@H](C)C(=O)O)C